CSC(C#CC(C)(C)N(C)CCOCC1=CC(=CC=C1)F)=O 4-[2-[(3-fluorophenyl)methoxy]ethyl-methyl-amino]-4-methyl-pent-2-ynethioic acid S-methyl ester